4-cyclopropyl-N-((S)-((S)-3,3-difluorocyclohexyl)(6-(((5S)-2-oxo-5-(trifluoromethyl)piperidin-3-yl)methyl)imidazo[1,2-b]pyridazin-2-yl)methyl)-1,2,5-oxadiazole-3-carboxamide C1(CC1)C=1C(=NON1)C(=O)N[C@H](C=1N=C2N(N=C(C=C2)CC2C(NC[C@H](C2)C(F)(F)F)=O)C1)[C@@H]1CC(CCC1)(F)F